C(\C=C\C(=O)O)(=O)O.C1(C(C=CC=C1)C)(C)O xylenol fumarate